COC1=C(C=CC(=C1)C#C[Si](C)(C)C)C1=NN=C(C(N1C)=O)N[C@H]1CNCCC1 (R)-3-(2-methoxy-4-((trimethylsilyl)ethynyl)phenyl)-4-methyl-6-(piperidin-3-ylamino)-1,2,4-triazin-5(4H)-one